6-fluoro-N-methyl-4-(4-(2-(2-oxo-1,2-dihydroquinolin-7-yl)ethyl)piperazin-1-yl)benzo[b]thiophene-2-carboxamide FC=1C=C(C2=C(SC(=C2)C(=O)NC)C1)N1CCN(CC1)CCC1=CC=C2C=CC(NC2=C1)=O